C(=O)O.NC(CC(=O)O)CC1=NC(=CC=C1F)C1=CC=C(C=C1)OC1=NC=C(C=C1F)Cl 3-amino-4-(6-(4-((5-chloro-3-fluoropyridin-2-yl)oxy)phenyl)-3-fluoropyridin-2-yl)butanoic acid formate salt